COC1(N(CCC1)C)OC 2,2-dimethoxy-1-methylpyrrolidine